(3S)-3-(((benzyloxy)carbonyl)amino)-4-((1-(1-methyl-1H-pyrazol-4-yl)-2-((2-methyl-5-(2-(piperidin-3-yl)ethoxy)benzyl)amino)-2-oxoethyl)amino)-4-oxobutanoic acid C(C1=CC=CC=C1)OC(=O)N[C@@H](CC(=O)O)C(=O)NC(C(=O)NCC1=C(C=CC(=C1)OCCC1CNCCC1)C)C=1C=NN(C1)C